2,3-dimethyl-7-(2-(pyrrolidin-1-yl)ethyl)-6,7,8,9-tetrahydro-1H-benzo[7]annulene-1,4(5H)-dione CC1=C(C(C2=C(CCC(CC2)CCN2CCCC2)C1=O)=O)C